2-(1H-indazol-1-yl)ethan-1-one N1(N=CC2=CC=CC=C12)CC=O